FC1(CCC2=C1NC(NC2O)O)F 7,7-difluoro-2,3,4,5,6,7-hexahydro-1H-cyclopenta[d]pyrimidine-2,4-diol